BrCC1=C(C(=CC=C1)F)Cl 1-(bromomethyl)-2-chloro-3-fluorobenzene